4-[7-[2-[cyanomethyl(methyl)amino]ethoxy]imidazo[1,2-a]pyridin-3-yl]-N-cyclopropyl-2-(difluoromethoxy)-6-methoxy-benzamide C(#N)CN(CCOC1=CC=2N(C=C1)C(=CN2)C2=CC(=C(C(=O)NC1CC1)C(=C2)OC)OC(F)F)C